C(#N)N1C[C@]2(CCC2C1)NC(C1=CC=C(C=C1)C1=C(C=NC=C1)OC1=CC=C(C=C1)F)=O N-((1R)-3-Cyano-3-azabicyclo[3.2.0]heptan-1-yl)-4-(3-(4-fluorophenoxy)pyridin-4-yl)benzamid